Cl.N[C@H](C)C=1C=C(C=NC1)C=1C=C2CCC(N(C2=CC1)C)=O |o1:2| 6-[5-((R or S)-1-amino-ethyl)-pyridin-3-yl]-1-methyl-3,4-dihydro-1H-quinolin-2-one hydrochloride